Cl.C(C)[O-] ethanolate hydrochloride